C1(=CC=CC=C1)C=1N(CCN1)CCCS(=O)(=O)O 2-phenylimidazolinepropanesulfonic acid